COC1=C(C=CC(=C1)OC)CNC1=NC=CC2=C(C=CC=C12)NCC12COC(C1)(C2)CO [4-[[[1-[(2,4-dimethoxyphenyl)methylamino]isoquinolin-5-yl]amino]methyl]-2-oxabicyclo[2.1.1]hexan-1-yl]methanol